CC1(C2CCC1(C(C2)OC(=O)/C=C/C3=CC=C(C=C3)O)C)C (-)-bornyl-p-coumarate